[6-[[5-(trifluoromethyl)pyrimidin-2-yl]methyl]-2-azaspiro[3.3]heptan-2-yl]methanone FC(C=1C=NC(=NC1)CC1CC2(CN(C2)C=O)C1)(F)F